7-(3-chloro-2-cyclopropyl-5-(methoxymethoxy)phenyl)-8-fluoro-2-((tetrahydro-1H-pyrrolizin-7a(5H)-yl)methoxy)-4-(2,2,2-trifluoroethoxy)pyrido[4,3-d]pyrimidine ClC=1C(=C(C=C(C1)OCOC)C1=C(C=2N=C(N=C(C2C=N1)OCC(F)(F)F)OCC12CCCN2CCC1)F)C1CC1